2-(3,4-dimethoxyphenyl)-5,7-dimethoxy-3-propyl-4H-chromen-4-one COC=1C=C(C=CC1OC)C=1OC2=CC(=CC(=C2C(C1CCC)=O)OC)OC